O=C1CN(CCN1)C1=NC(=NC(=C1)NCC1=CC=C(C=C1)NS(=O)(=O)CC)NC=1SC(=C(N1)C)C(=O)OCC 2-[[4-[3-Oxo-1-piperazinyl]-6-[[(4-(ethyl-sulfonylamino)phenyl)methyl]amino]-2-pyrimidinyl]amino]-4-methyl-5-thiazolecarboxylic acid, ethyl ester